CC1=C(C(NC2=CC(=NC=C12)C)=O)C(=O)OCC ethyl 4,7-dimethyl-2-oxo-1H-1,6-naphthyridine-3-carboxylate